N-(6,8-dimethylimidazo[1,2-a]pyrazin-2-yl)-4-(4-(ethylamino)piperidin-1-yl)-6-hydroxy-2-methyl-2H-indazole-7-carboxamide 2,2,2-trifluoroacetate FC(C(=O)O)(F)F.CC=1N=C(C=2N(C1)C=C(N2)NC(=O)C2=C(C=C(C1=CN(N=C21)C)N2CCC(CC2)NCC)O)C